t-butyl (t-butyldimethylsilyl)-glyoxylate [Si](C)(C)(C(C)(C)C)C(C(=O)OC(C)(C)C)=O